tert-butyl 4-hydroxy-5-fluoro-7-methyl-1H-indole-1-carboxylate OC1=C2C=CN(C2=C(C=C1F)C)C(=O)OC(C)(C)C